CN1N=CC=C1C1=NC=CC(=N1)N1CCC(CC1)C(=O)N1OCC[C@H]1C1=NC=CN=C1 [1-[2-(2-methylpyrazol-3-yl)pyrimidin-4-yl]-4-piperidyl]-[(3S)-3-pyrazin-2-ylisoxazolidin-2-yl]methanone